N-hydroxy-2-(spiro[3.5]nonan-2-yl)-1,2,3,4-tetrahydroisoquinoline-7-d-6-carboxamide ONC(=O)C=1C=C2CCN(CC2=CC1[2H])C1CC2(C1)CCCCC2